4-[3-[2,6-Dichloro-4-(1-methylpyrazol-4-yl)benzoyl]-7-fluoro-2,4-dihydro-1,3-benzoxazin-8-yl]-2-morpholin-4-ylbenzoic acid ClC1=C(C(=O)N2COC3=C(C2)C=CC(=C3C3=CC(=C(C(=O)O)C=C3)N3CCOCC3)F)C(=CC(=C1)C=1C=NN(C1)C)Cl